methyl (E)-2-[2-(bromomethyl)phenyl]-3-methoxy-prop-2-enoate BrCC1=C(C=CC=C1)/C(/C(=O)OC)=C\OC